3-(3-Methyl-2-oxo-5-(4-(4-(piperazin-1-ylmethyl)piperidin-1-yl)phenyl)-2,3-dihydro-1H-benzo[d]imidazol-1-yl)piperidine-2,6-dione trifluoroacetate FC(C(=O)O)(F)F.CN1C(N(C2=C1C=C(C=C2)C2=CC=C(C=C2)N2CCC(CC2)CN2CCNCC2)C2C(NC(CC2)=O)=O)=O